ClC(C(=O)NCCCNC1=NC2=CC(=C(C=C2C(=N1)NC1CCN(CC1)C1CCCCC1)OC)OC)C 2-chloro-N-(3-((4-((1-cyclohexylpiperidin-4-yl)amino)-6,7-dimethoxyquinazolin-2-yl)amino)propyl)propanamide